(3S)-3,7-dimethyl-6-octen-1-ol C[C@H](CCO)CCC=C(C)C